C(C)[C@@]1(CC[C@@]2([C@H]3CC[C@H]4CCC[C@H]4[C@@H]3C(C[C@H]2C1)[C@H](C)CC[C@@H](C(C)C)O)C)O (3S,5S,8S,9S,10S,13R,14R,17R)-3-ethyl-l-7-((2R,5S)-5-hydroxy-6-methylheptan-2-yl)-10-methylhexadecahydro-1H-cyclopenta[a]phenanthren-3-ol